1-((5,7-dioxaspiro[2.5]oct-6-yl)methyl)-N-cyclopropyl-N-(5-(cyclopropylethynyl)-2-methylphenyl)-1H-1,2,3-triazole-4-carboxamide C1CC12COC(OC2)CN2N=NC(=C2)C(=O)N(C2=C(C=CC(=C2)C#CC2CC2)C)C2CC2